C(C)(C)(C)OC(=O)N1CC2(C1)CN(C2)C(C2=CC(=C(C=C2)B2OC(C(O2)(C)C)(C)C)Cl)=O.C(C)(C)(C)C=2C=NN(C2)C2=CC(=CC=C2)OC 4-tert-butyl-1-(3-methoxyphenyl)pyrazole tert-butyl-6-(3-chloro-4-(4,4,5,5-tetramethyl-1,3,2-dioxaborolan-2-yl)benzoyl)-2,6-diazaspiro[3.3]heptane-2-carboxylate